C(=O)O.CNC(=O)C1=CC(=CC=2C(COC21)C2=CC=CC=C2)C(=O)NC2=CC=NC=C2 N7-methyl-3-phenyl-N5-(pyridin-4-yl)-2,3-dihydrobenzofuran-5,7-dicarboxamide formate